CC1(N(CCNC1)C(=O)C1(CCC=2N(C1)N=CN2)O)C 6-(2,2-dimethylpiperazine-1-carbonyl)-5H,7H,8H-[1,2,4]triazolo[1,5-a]pyridin-6-ol